ClC1=CC(=C(C=C1)N1CCC2(CC1)C=1C=CC(=NC1CN(C2=O)C[C@H]2CNCC2)C=2C(=NC=CC2)OCC)C(F)(F)F 1'-[4-chloro-2-(trifluoromethyl)phenyl]-2-(2-ethoxypyridin-3-yl)-7-[[(3R)-pyrrolidin-3-yl]methyl]spiro[8H-1,7-naphthyridine-5,4'-piperidine]-6-one